CN(C1=NC=CC(=N1)N1C=NC(=C1)C(=O)O)C 1-[2-(Dimethylamino)pyrimidin-4-yl]-1H-imidazole-4-carboxylic acid